C(C)(C)N1CCC(CC1)C(=O)NC=1N=CC2=CC=C(C=C2C1)C=1SC(=NN1)C 1-isopropyl-N-(6-(5-methyl-1,3,4-thiadiazol-2-yl)isoquinolin-3-yl)piperidine-4-carboxamide